Tert-butyl (3-(methoxy(methyl)carbamoyl)bicyclo[1.1.1]pentan-1-yl)carbamate CON(C(=O)C12CC(C1)(C2)NC(OC(C)(C)C)=O)C